tert-butyl peroxypivalate (tert-butyl peroxy-pivalate) C(C)(C)(C)CC(C(=O)OO)(C)C.C(C(C)(C)C)(=O)OOC(C)(C)C